FC1(CN(C1)C(=O)C=1C(=C(C(=CC1CCCCC)O)C1CCCC(=C1)C)O)F (3,3-difluoroazetidin-1-yl)(2,6-dihydroxy-5'-methyl-4-pentyl-1',2',3',4'-tetrahydro-[1,1'-biphenyl]-3-yl)methanone